ClC1=C(C(=CC=C1)Cl)CCC=1C=C2CCC(C2=C(C1)C)=O 5-[2-(2,6-dichlorophenyl)ethyl]-7-methyl-indan-1-one